(3-methoxy-1-carbonyl-1-((2-carbonylpropyl)amino)propan-2-yl)carbamic acid tert-butyl ester C(C)(C)(C)OC(NC(C(NCC(C)=C=O)=C=O)COC)=O